7-chloro-1-(o-tolyl)quinazolin-2,4(1H,3H)-dione ClC1=CC=C2C(NC(N(C2=C1)C1=C(C=CC=C1)C)=O)=O